BrC1=NN2C(C(OCC2)C2=C(C=CC=C2)F)=N1 2-bromo-8-(2-fluorophenyl)-6,8-dihydro-5H-[1,2,4]triazolo[5,1-c][1,4]oxazine